4-ethoxy-6-(1-(5-(3-formyl-1-methyl-1H-pyrazol-5-yl)-7-((2-methyl-1H-imidazol-1-yl)methyl)-1-oxo-3,4-dihydroisoquinolin-2(1H)-yl)ethyl)nicotinonitrile C(C)OC1=CC(=NC=C1C#N)C(C)N1C(C2=CC(=CC(=C2CC1)C1=CC(=NN1C)C=O)CN1C(=NC=C1)C)=O